4,4'-diamino-stilbene-2,2'-disulfonic acid NC=1C=C(C(=CC1)C=CC=1C(=CC(=CC1)N)S(=O)(=O)O)S(=O)(=O)O